(4-fluorobenzyl)(propargyl)amine FC1=CC=C(CNCC#C)C=C1